C1(=CC=CC=C1)C(C(F)(F)F)(C(F)(F)F)C1=CC=CC=C1 2,2-diphenyl-hexafluoropropane